(1S,2S)-N-(6-(7-(1-(1H-pyrazol-1-yl)ethyl)-5-chloro-6-fluoro-1H-indazol-4-yl)imidazo[1,2-a]pyrazin-2-yl)-2-fluorocyclopropane-1-carboxamide N1(N=CC=C1)C(C)C=1C(=C(C(=C2C=NNC12)C=1N=CC=2N(C1)C=C(N2)NC(=O)[C@H]2[C@H](C2)F)Cl)F